Methyl 5-((3-chlorophenyl)amino)-2-methylimidazo[1,2-c]quinazoline-8-carboxylate ClC=1C=C(C=CC1)NC1=NC=2C=C(C=CC2C=2N1C=C(N2)C)C(=O)OC